ClC1=C(C=C2C=CNC2=C1)NC1=CC=C(C=C1)F 6-chloro-N-(4-fluorophenyl)-1H-indol-5-amine